(2S)-1-(Dimethylamino)-3-(4-{[4-(2-methylimidazo[1,2-a]pyridin-3-yl)-2-pyrimidinyl]amino}phenoxy)-2-propanol CN(C[C@@H](COC1=CC=C(C=C1)NC1=NC=CC(=N1)C1=C(N=C2N1C=CC=C2)C)O)C